F[P-](F)(F)(F)(F)F Hexa-fluoro-phosphate